ClC1=C(C=CC=C1F)C(C1(CC1)C#N)NC=1N=CC(=NC1)C(=O)N[C@H](C)\C=C\S(=O)(=O)C 5-(((2-chloro-3-fluorophenyl)(1-cyanocyclopropyl)methyl)amino)-N-((R,E)-4-(methylsulfonyl)but-3-en-2-yl)pyrazine-2-carboxamide